(3-bromophenyl)butanoic acid BrC=1C=C(C=CC1)C(C(=O)O)CC